3-(3-(4-(3,5-difluorobenzyl)benzyl)isoxazol-5-yl)pyridin-2-amine FC=1C=C(CC2=CC=C(CC3=NOC(=C3)C=3C(=NC=CC3)N)C=C2)C=C(C1)F